1-(4-methoxyphenyl)-4,4-dimethyl-5-oxo-4,5-dihydro-1H-pyrrole-2,3-dicarboxylic acid dimethyl ester COC(=O)C=1N(C(C(C1C(=O)OC)(C)C)=O)C1=CC=C(C=C1)OC